1-(6'-(((R)-1-(4-fluorophenyl)ethyl)amino)-[3,3'-bipyridin]-5-yl)ethan-1-ol FC1=CC=C(C=C1)[C@@H](C)NC1=CC=C(C=N1)C=1C=NC=C(C1)C(C)O